(3E)-6-(nonanyloxymethoxy)-3-hexenylmagnesium iodide C(CCCCCCCC)OCOCC/C=C/CC[Mg]I